3,6-difluoro-2-cyanopyrazine 2-((2-chlorophenyl)amino)-2-oxoethyl-4-isocyanobenzoate ClC1=C(C=CC=C1)NC(COC(C1=CC=C(C=C1)[N+]#[C-])=O)=O.FC=1C(=NC(=CN1)F)C#N